indendion C1(C(CC2=CC=CC=C12)=O)=O